Ethyl 4-((4-(((tert-butoxycarbonyl)(2-phenylcyclopropyl)amino)methyl)-1H-1,2,3-triazol-1-yl)methyl)benzoate C(C)(C)(C)OC(=O)N(C1C(C1)C1=CC=CC=C1)CC=1N=NN(C1)CC1=CC=C(C(=O)OCC)C=C1